BrC1=C(C(=C(C(=C1F)F)F)F)S(=O)(=O)N(CC1=C(C=CC=C1)C(F)(F)F)CC(=O)N(CC1=CC(=CC(=C1)C1CC1)C1CC1)C1=C(C=C(C(=O)O)C=C1)OCC 4-(2-(2-bromo-3,4,5,6-tetrafluoro-N-(2-(trifluoromethyl)benzyl)phenyl-sulfonamido)-N-(3,5-dicyclopropylbenzyl)acetamido)-3-ethoxybenzoic acid